FC1=C(C=CC=C1)N1C(=CC2=C1C=C1C=NN(C1=C2)C(C(C)(C)C)=O)C(C)C 1-[5-(2-fluorophenyl)-6-isopropyl-pyrrolo[2,3-f]indazol-1-yl]-2,2-dimethyl-propan-1-one